NC1=NC=C(C=N1)CNC=1C=C(C(=O)N[C@@H]2[C@H](CCCC2)O)C=CC1Cl 3-{[(2-aminopyrimidin-5-yl)methyl]amino}-4-chloro-N-[(1S,2S)-2-hydroxycyclohexyl]benzamide